OC(C)C=1C=C(C=2N(C1)C(=CN2)C(=C)C)NC2CCN(CC2)C[C@@H]2CN(CCO2)C(=O)OCCCC butyl (2R)-2-[[4-[[6-(1-hydroxyethyl)-3-isopropenyl-imidazo[1,2-a]pyridin-8-yl]amino]-1-piperidyl]methyl]morpholine-4-carboxylate